NC1=NC=C(C2=C1C(=NN2C(C)C)C2=CC(=C(C=C2F)NS(=O)(=O)CC2=C(C=CC=C2)Cl)F)C2CCC(CC2)N2CCOCC2 N-(4-(4-amino-1-isopropyl-7-((1r,4r)-4-morpholinocyclohexyl)-1H-pyrazolo[4,3-c]pyridin-3-yl)-2,5-difluorophenyl)-1-(2-chlorophenyl)methanesulfonamide